di-tert-Butyl (7-(bromomethyl)quinazoline-2,4-diyl)bis((tert-butoxycarbonyl)carbamate) BrCC1=CC=C2C(=NC(=NC2=C1)N(C(OC(C)(C)C)=O)C(=O)OC(C)(C)C)N(C(OC(C)(C)C)=O)C(=O)OC(C)(C)C